sodium bis-dithiocarboxylate C(=S)[S-].C(=S)[S-].[Na+].[Na+]